2-(5H-furo[2,3-f]indol-7-yl)-N,N-dimethylethan-1-amine O1C=CC=2C1=CC=1C(=CNC1C2)CCN(C)C